2,4,8-trichloro-triazanaphthalene ClC1=NC2=C(C=CN=C2C(=N1)Cl)Cl